2-(3-(piperazin-1-yl)phenyl)pyrimidine N1(CCNCC1)C=1C=C(C=CC1)C1=NC=CC=N1